N-[1-(1,5-dimethyl-6-oxopyridin-3-yl)-4-(cis-4-hydroxycyclohexyl)oxyphenyl]methanesulfonamide CN1C=C(C=C(C1=O)C)C1(CC=C(C=C1)O[C@@H]1CC[C@@H](CC1)O)NS(=O)(=O)C